5-bromo-2-methylpyrimidine-4-carboxylic acid ethyl ester C(C)OC(=O)C1=NC(=NC=C1Br)C